5-isopropoxy-3,4-dibromo-2(5H)furanone C(C)(C)OC1C(=C(C(O1)=O)Br)Br